CC1=C(C=CC=C1C=1C(=NC=C(C1)C=O)C(=O)N)C1=C(C(=CC=C1)C=1C(=NC=C(C1)C=O)C(=O)N)C (2,2'-dimethyl-[1,1'-biphenyl]-3,3'-diyl)bis(5-formyl-2-pyridineamide)